C(C1=CC=CC=C1)C1=C(SC=2N3C(COCC21)=NN=C3C)C#CC=3N=CN(C3)CCCC#CC3=C2CN(C(C2=CC=C3)=O)C3C(NC(CC3)=O)=O 3-(4-(5-(4-((3-benzyl-9-methyl-4H,6H-thieno[2,3-e][1,2,4]triazolo[3,4-c][1,4]oxazepin-2-yl)ethynyl)-1H-imidazol-1-yl)pent-1-yn-1-yl)-1-oxoisoindolin-2-yl)piperidine-2,6-dione